NC1=C2C(=NC=N1)N(N=C2C=2NC1=CC(=CC=C1C2)CS(=O)(=O)N)C(C)(C)C (2-(4-amino-1-(tert-butyl)-1H-pyrazolo[3,4-d]pyrimidin-3-yl)-1H-indol-6-yl)methanesulfonamide